C(C1=CC=CC=C1)N1[C@H]([C@H](CC1)NC(C1=C(C=C(C(=C1)Cl)NC)OC)=O)C (+)-cis-N-(1-Benzyl-2-methylpyrrolidin-3-yl)-5-chloro-2-methoxy-4-methylaminobenzamide